C1(=CC=CC=C1)C1=NC(=CC(=N1)C=1C=C(C=CC1)C1=CC(=NC=C1N1C2=CC=C(C=C2C=2C=C(C=CC12)N1C2=CC=CC=C2C=2C=CC=CC12)N1C2=CC=CC=C2C=2C=CC=CC12)N1C2=CC=C(C=C2C=2C=C(C=CC12)N1C2=CC=CC=C2C=2C=CC=CC12)N1C2=CC=CC=C2C=2C=CC=CC12)C1=CC=CC=C1 9',9''''-(4-(3-(2,6-diphenylpyrimidin-4-yl)phenyl)pyridine-2,5-diyl)bis(9'H-9,3':6',9''-tercarbazole)